FC1=C(C=C(C=C1)S(=O)C=1C(=C2C=CNC2=C(C1F)F)F)C=1NC=C(N1)[C@@]1(CCOC2=C(C=CC=C12)CCC(=O)O)C 3-[(4R)-4-[2-[2-fluoro-5-[(4,6,7-trifluoro-1H-indol-5-yl)sulfinyl]phenyl]-1H-imidazol-4-yl]-4-methyl-chroman-8-yl]propanoic acid